(S)-(2,3-Dihydrobenzo[b][1,4]dioxin-2-yl)(1-(2-methoxyethyl)-6-(1H-pyrazol-4-yl)-1H-indazol-3-yl)methanone O1C2=C(OC[C@H]1C(=O)C1=NN(C3=CC(=CC=C13)C=1C=NNC1)CCOC)C=CC=C2